Bis(2,2,3,3,3-pentafluoro-1-propyl) phenyl phosphate P(=O)(OCC(C(F)(F)F)(F)F)(OCC(C(F)(F)F)(F)F)OC1=CC=CC=C1